tert-Butyl (2S)-4-[3-[2-(cyclopropoxy)-3-pyridyl]pyrazolo[1,5-a]pyrimidin-5-yl]-2-methyl-piperazine-1-carboxylate C1(CC1)OC1=NC=CC=C1C=1C=NN2C1N=C(C=C2)N2C[C@@H](N(CC2)C(=O)OC(C)(C)C)C